ClC1=C(C(=O)NC2=CC(=CC(=C2)C(F)(F)F)C(F)(F)F)C=CC=C1 2-chloro-N-(3,5-bistrifluoromethylphenyl)benzamide